ClC=1C=CC(=C(C(=O)O)C1)NC1=C(C=C(C=C1)C)OC 5-chloro-2-((2-methoxy-4-methylphenyl)-amino)benzoic acid